[Ca+2].C1(C(CCCC1)C(=O)[O-])C(=O)[O-] 1,2-cyclohexane-dicarboxylic acid calcium salt